BrC1=C(C(=CC(=C1)[N+](=O)[O-])OCOC)C#CC1CCOCC1 4-[2-[2-bromo-6-(methoxymethyloxy)-4-nitro-phenyl]ethynyl]-tetrahydropyran